7-(aminomethyl)-1-methyl-5-(4-(trifluoromethyl)phenyl)-5,6,7,8-tetrahydro-1,5-naphthyridin-2(1H)-one NCC1CN(C=2C=CC(N(C2C1)C)=O)C1=CC=C(C=C1)C(F)(F)F